N-(4-((S)-3-(((R)-1-(3-chlorophenyl)propan-2-yl)amino)-2-hydroxypropoxy)phenyl)-N-methylmethanesulfonamide ClC=1C=C(C=CC1)C[C@@H](C)NC[C@@H](COC1=CC=C(C=C1)N(S(=O)(=O)C)C)O